OC1(CC2(CN(C2)C(=O)OC(C)(C)C)CC1)C1=C(C(=CC=C1)C(F)(F)F)C tert-butyl 6-hydroxy-6-(2-methyl-3-(trifluoromethyl)phenyl)-2-azaspiro[3.4]octane-2-carboxylate